6-(2-fluoro-6-(methoxymethoxy)-4-methylphenyl)-5-methyl-3-(methylsulfinyl)-1,2,4-triazine FC1=C(C(=CC(=C1)C)OCOC)C1=C(N=C(N=N1)S(=O)C)C